N-methyl-N-[2-[5-[2-[4-(trifluoromethyl)anilino]-3-pyridyl]-1,3,4-oxadiazol-2-yl]ethyl]carbamic acid tert-butyl ester C(C)(C)(C)OC(N(CCC=1OC(=NN1)C=1C(=NC=CC1)NC1=CC=C(C=C1)C(F)(F)F)C)=O